2-(2,6-difluorobenzyl)-8-(3-methylimidazo[1,2-a]pyridin-6-yl)-7-(pyrrolidin-1-yl)-[1,2,4]triazolo[1,5-c]pyrimidin-5-amine FC1=C(CC2=NN3C(=NC(=C(C3=N2)C=2C=CC=3N(C2)C(=CN3)C)N3CCCC3)N)C(=CC=C1)F